(αs)-3-chloro-α,2-difluoro-phenylpropionic acid ClC=1C(=C(C=CC1)[C@](C(=O)O)(C)F)F